(S)-5-methyl-6,7-dihydro-5H-pyrrolo[1,2-a]imidazole C[C@H]1CCC=2N1C=CN2